7-((5-((3R,4S)-4-fluoro-3-hydroxypiperidin-1-yl)pyridin-2-yl)amino)-4-(7-fluoro-imidazo[1,2-a]pyridin-3-yl)isoindolin-1-one F[C@@H]1[C@@H](CN(CC1)C=1C=CC(=NC1)NC=1C=CC(=C2CNC(C12)=O)C1=CN=C2N1C=CC(=C2)F)O